((1-(6-chloro-4-isopropyl-2,7-naphthyridin-1-yl)azetidin-3-yl)imino)dimethyl-λ6-sulfanone ClC=1C=C2C(=CN=C(C2=CN1)N1CC(C1)N=S(=O)(C)C)C(C)C